3-methyl-N-[2-oxo-2-(2,2,2-trifluoroethylamino)ethyl]-5-[(5RS)-5-(trifluoromethyl)-5-(2,4,6-trifluorophenyl)-4H-isoxazol-3-yl]thiophene-2-carboxamide CC1=C(SC(=C1)C1=NO[C@](C1)(C1=C(C=C(C=C1F)F)F)C(F)(F)F)C(=O)NCC(NCC(F)(F)F)=O |r|